ClC1=C(C=CC(=C1NC=1C(=C2C(N(C=NC2=CC1)C)=O)C)F)NS(=O)(=O)N1CCC1 N-(2-chloro-3-((3,5-dimethyl-4-oxo-3,4-dihydroquinazolin-6-yl)amino)-4-fluorophenyl)azetidine-1-sulfonamide